FC1([C@@H](CN2C(N(C=C21)C2=NOC1=C2C(=CC(=C1)F)C1=C(C=C(C=C1F)F)F)=O)NS(NC)(=O)=O)F N-{(6R)-7,7-difluoro-2-[6-fluoro-4-(2,4,6-trifluorophenyl)-1,2-benzoxazol-3-yl]-3-oxo-2,5,6,7-tetrahydro-3H-pyrrolo[1,2-c]imidazol-6-yl}-N'-methylsulfuric diamide